C1(=CC=CC=C1)C1=NN=C2N1C1=CC=CC=C1C(=N2)NCC2CCOCC2 phenyl-N-((tetrahydro-2H-pyran-4-yl)methyl)-[1,2,4]triazolo[4,3-a]quinazolin-5-amine